ClC(=O)N(CCN(C(OC(C)(C)C1=CC=C(C=C1)C1=CC=CC=C1)=O)C)C.NC(CCN)[SiH](O[Si](C)(C)C)C 1,3-diaminopropyl tetramethyldisiloxane 2-([1,1'-biphenyl]-4-yl)propan-2-yl (2-((chlorocarbonyl)(methyl)amino)ethyl)(methyl)carbamate